propylthiosulfate C(CC)OS(=S)(=O)[O-]